N-tert-butoxycarbonyl-4-oxo-3-pyrrolidone C(C)(C)(C)OC(=O)N1CC(C(C1)=O)=O